(S)-2-((4-(6-((5-cyano-3-methylthiophen-2-yl)methoxy)pyridin-2-yl)piperidin-1-yl)methyl)-1-(oxetan-2-ylmethyl)-1H-benzo[d]imidazole-6-carboxylic acid C(#N)C1=CC(=C(S1)COC1=CC=CC(=N1)C1CCN(CC1)CC1=NC2=C(N1C[C@H]1OCC1)C=C(C=C2)C(=O)O)C